C(C)C1=CC=CC=2C(=N[C@@H](C(NC21)=O)NC([C@@H]([C@@H](C(=O)N)CCC(F)(F)F)CCC(F)(F)F)=O)C2=CC(=CC=C2)C (2R,3S)-N-((3S)-9-ethyl-5-(3-methylphenyl)-2-oxo-2,3-dihydro-1H-1,4-benzodiazepin-3-yl)-2,3-bis(3,3,3-trifluoropropyl)succinamide